naphthalen-2-sulphonat C1=C(C=CC2=CC=CC=C12)S(=O)(=O)[O-]